9-β-D-arabinofuranosylguanine [C@@H]1([C@@H](O)[C@H](O)[C@H](O1)CO)N1C=2N=C(NC(C2N=C1)=O)N